ClC=1C=C2C(=C(/C(/C2=CC1Cl)=C/C1=CC=C(C=C1)OC1=CC=C(C=C1)F)C)CC(=O)O (Z)-2-(5,6-dichloro-1-(4-(4-fluorophenoxy)benzylidene)-2-methyl-1H-inden-3-yl)acetic acid